ClC1=C2C(N(C=C1)CC1=CC=C(C=C1)OC)=CC(O2)C2=C(C=CC=C2)N2N=NC(=C2)Cl 7-chloro-2-(4-chloro-1H-1,2,3-triazol-1-yl)phenyl-4-(4-methoxybenzyl)furo[3,2-b]pyridin